C(C1=CC=CC=C1)OC=1C=C(C=CC1)NC1=CC=NC2=CC=CC=C12 N-[3-(Benzyloxy)phenyl]quinolin-4-amine